((6R)-6-fluoro-1-methylenetetrahydro-1H-pyrrolizin-7a(5H)-yl)methanol F[C@H]1CN2CCC(C2(C1)CO)=C